FC1=CC=C(C=C1)[C@H]1[C@@H](NCCO1)CO (trans-2-(4-fluorophenyl)morpholine-3-yl)methanol